COC1=CC(=NC=C1)C=1N=C(C2=C(N1)CCC2)N(CC(=O)NC2COCC2)C 2-[[2-(4-methoxypyridin-2-yl)-5H,6H,7H-cyclopenta[d]pyrimidin-4-yl](methyl)amino]-N-(oxolan-3-yl)acetamide